6-methyl-2-[(2-nitrophenyl)-methyl]-4H-3,1-benzoxazin-4-one CC=1C=CC2=C(C(OC(=N2)CC2=C(C=CC=C2)[N+](=O)[O-])=O)C1